sodium 2,2-diphenylpropionate C1(=CC=CC=C1)C(C(=O)[O-])(C)C1=CC=CC=C1.[Na+]